C(#N)C=1C=CC2=CN(N=C2C1O[C@@H]1C[C@H](N(C1)C(=O)OC(C)(C)C)C(=O)OCC)CC1=C2C=CNC2=C(C=C1S(=O)(=O)C)C 1-(tert-butyl) 2-ethyl (2S,4R)-4-((6-cyano-2-((7-methyl-5-(methylsulfonyl)-1H-indol-4-yl)methyl)-2H-indazol-7-yl)oxy)pyrrolidine-1,2-dicarboxylate